C(N)(OCCC(C(SC1=CC=CC=C1)C(C)(C)C)NC1=C(C=C(C=C1)S(=O)(=O)N)S(=O)(=O)C(F)(F)F)=O (tert-butyl 4-(phenylsulfanyl)-3-((4-aminosulfonyl-2-((trifluoromethyl) sulfonyl) phenyl) amino) butyl) carbamate